1-{3-[(Tert-Butyldimethylsilyl)oxy]-4-fluorophenyl}methylamine [Si](C)(C)(C(C)(C)C)OC=1C=C(C=CC1F)CN